2-{[2-fluoro-3-methoxy-6-(4-methyl-1H-1,2,3-triazol-1-yl)phenyl]methyl}-2,3-dihydro-1H-isoindole-1,3-dione FC1=C(C(=CC=C1OC)N1N=NC(=C1)C)CN1C(C2=CC=CC=C2C1=O)=O